((1s,3s)-3-hydroxy-3-methylcyclobutyl)(7-(2-isopropylphenoxy)-2-azaspiro[3.5]non-2-yl)methanone OC1(CC(C1)C(=O)N1CC2(C1)CCC(CC2)OC2=C(C=CC=C2)C(C)C)C